ClC1=CC=C(C(=N1)C(=O)NC)N[C@H](C)C=1C=C(C=C2C(N(C(=NC12)N1CCC(CC1)(F)F)C)=O)C (R)-6-chloro-3-((1-(2-(4,4-difluoropiperidin-1-yl)-3,6-dimethyl-4-oxo-3,4-dihydroquinazolin-8-yl)ethyl)amino)-N-methylpicolinamide